BrC=1C(=C(C=C(C1)C)CC(=O)O)C 3-bromo-2,5-dimethylphenylacetic acid